tert-butyl 3-(1H-pyrrolo[3,2-b]pyridine-3-yl)pyrrolidine-1-carboxylate N1C=C(C2=NC=CC=C21)C2CN(CC2)C(=O)OC(C)(C)C